ClC1=C(C(=CC(=C1)Cl)F)NC=1N(C2=NC(=NC=C2N1)NC(C)C)C1CCC(CC1)C(=O)N (1s,4s)-4-(8-(2,4-dichloro-6-fluorophenylamino)-2-(isopropylamino)-9H-purin-9-yl)cyclohexanecarboxamide